C1(CC1)C1=C(C(=NO1)C1=C(C=CC=C1)OC(F)(F)F)C(=O)OC1C[C@H]2CC[C@@H](C1)N2C(=O)OC(C)(C)C tert-Butyl (1R,3S,5S)-3-([5-cyclopropyl-3-[2-(trifluoromethoxy)phenyl]-1,2-oxazol-4-yl]carbonyloxy)-8-azabicyclo[3.2.1]octane-8-carboxylate